((4-(Cyclopropanecarbonyl)piperazin-1-yl)methyl)-N-(3-(4-methyl-1H-imidazol-1-yl)-5-(trifluoromethyl)phenyl)benzamide C1(CC1)C(=O)N1CCN(CC1)CC1=C(C(=O)NC2=CC(=CC(=C2)C(F)(F)F)N2C=NC(=C2)C)C=CC=C1